N-(1-(2-methyl-4-(trifluoromethyl)phenyl)-1H-indol-5-yl)acrylamide CC1=C(C=CC(=C1)C(F)(F)F)N1C=CC2=CC(=CC=C12)NC(C=C)=O